6,7,8-triiodo-2-((2-(pyrrolidin-1-yl)ethyl)thio)-1,4-dihydroquinazoline IC=1C=C2CN=C(NC2=C(C1I)I)SCCN1CCCC1